{6-[7-(2-methyl-2-morpholin-4-yl-propoxy)-imidazo[1,2-a]pyridin-3-yl]-pyrimidin-4-yl}-[4-(2-methyl-2H-[1,2,3]triazol-4-yl)-benzyl]-amine CC(COC1=CC=2N(C=C1)C(=CN2)C2=CC(=NC=N2)NCC2=CC=C(C=C2)C2=NN(N=C2)C)(C)N2CCOCC2